BrC1=C2C=CC=NC2=C(C=C1)N 5-Bromo-8-aminoquinoline